ClC1=CC=C(C(=N1)C(=O)O)N[C@H](C)C1=CC(=CN2C1=NC(=C(C2=O)C)N2CCCCC2)C (R)-6-chloro-3-((1-(3,7-dimethyl-4-oxo-2-(piperidin-1-yl)-4H-pyrido[1,2-a]pyrimidin-9-yl)ethyl)amino)picolinic acid